1-bromo-4-(vinyl-d2)benzene BrC1=CC=C(C=C1)C=C([2H])[2H]